tert-butyl 4-((5-fluoro-4-(3-(2-oxopiperidin-1-yl)phenyl)pyrimidin-2-yl)amino)piperidine-1-carboxylate FC=1C(=NC(=NC1)NC1CCN(CC1)C(=O)OC(C)(C)C)C1=CC(=CC=C1)N1C(CCCC1)=O